COC(CC1=C(C=C(C(=C1)F)C1=NC(=CC=C1)OCC1=NC=C(C=C1F)Cl)F)=O 2-[4-[6-[(5-chloro-3-fluoro-2-pyridinyl)methoxy]-2-pyridinyl]-2,5-difluoro-phenyl]acetic acid methyl ester